C(C(=O)[O-])(=O)[O-].C(C(=O)[O-])(=O)[O-].[Li+].[Li+].[Li+].[Li+] Lithium Bis(Oxalate)